N-(7-(3-fluorophenyl)quinazolin-4-yl)benzo[d]thiazol-5-amine FC=1C=C(C=CC1)C1=CC=C2C(=NC=NC2=C1)NC=1C=CC2=C(N=CS2)C1